dibutyl-stearic acid C(CCC)C(C(=O)O)(CCCCCCCCCCCCCCCC)CCCC